COC=1C=CC=C2C(=NN(C12)CCCC(F)(F)F)C(F)(F)F 7-methoxy-1-(4,4,4-trifluorobutyl)-3-(trifluoromethyl)indazole